N-(4-((4-([1,2,4]triazolo[4,3-c]pyrimidin-7-yloxy)-3-methylphenyl)amino)quinazolin-6-yl)-3-(pyrrolidin-2-yl)acrylamide tert-butyl-(4-(methylamino)butyl)carbamate C(C)(C)(C)N(C(O)=O)CCCCNC.N=1N=CN2C=NC(=CC21)OC2=C(C=C(C=C2)NC2=NC=NC1=CC=C(C=C21)NC(C=CC2NCCC2)=O)C